C[C@H]1CC[C@@H](N(C1)C(C(=O)NC=1C=C(C=NC1)C(=O)N)=O)C1=CC=C2C(=N1)C=NN2 |r| rac-5-[[2-[(2R,5S)-5-methyl-2-(1H-pyrazolo[4,3-b]pyridin-5-yl)-1-piperidyl]-2-oxo-acetyl]amino]pyridine-3-carboxamide